5,5-Dimethyl-bicyclo[2.2.1]hept-2-ene CC1(C2C=CC(C1)C2)C